N-(cis-2-(((cis-4-(3,4-difluorophenyl)cyclohexyl)oxy)-methyl)piperidin-3-yl)methanesulfonamide FC=1C=C(C=CC1F)[C@H]1CC[C@H](CC1)OC[C@@H]1NCCC[C@@H]1NS(=O)(=O)C